(2-methylphenyl)(3-phenylprop-2-yn-1-yl)aminothiocarbonyl fluoride CC1=C(C=CC=C1)N(C(=S)F)CC#CC1=CC=CC=C1